(Z)-N-hydroxy-7-(4-(4-bromo-2-methoxybenzylidene)-2,5-dioxoimidazolidin-1-yl)heptanamide ONC(CCCCCCN1C(N\C(\C1=O)=C/C1=C(C=C(C=C1)Br)OC)=O)=O